5-(azetidin-1-yl)-N-((6-(((cyclobutylmethyl)amino)methyl)imidazo[1,2-a]pyridin-2-yl)Methyl)Nicotinamide N1(CCC1)C=1C=NC=C(C(=O)NCC=2N=C3N(C=C(C=C3)CNCC3CCC3)C2)C1